ClC1=C(C(=NN1CC)C1=NOC(=C1)C)C(=O)NC1CN(CCCC1)CCC(C)(C)C 5-Chloro-N-(1-(3,3-dimethylbutyl)azepan-3-yl)-1-ethyl-3-(5-methylisoxazol-3-yl)-1H-pyrazole-4-carboxamide